FC(COS(=O)(=O)SC1CCS(C1)(=O)=O)(F)F 4-trifluoroethoxysulfonylthiotetrahydrothiophene-1,1-dioxide